methyl 1-((2-methylindolin-5-yl)sulfonyl)-1H-pyrrole-3-carboxylate hydrochloride Cl.CC1NC2=CC=C(C=C2C1)S(=O)(=O)N1C=C(C=C1)C(=O)OC